(S)-5-(3-((R)-5-chloro-1-methyl-6-(trifluoromethyl)isoindolin-2-yl-3,3-d2)-3-oxopropyl)-5-cyclopropylimidazolidine-2,4-dione ClC=1C=C2C(N([C@@H](C2=CC1C(F)(F)F)C)C(CC[C@@]1(C(NC(N1)=O)=O)C1CC1)=O)([2H])[2H]